COC(C(CO)\N=C\1/NC2=C(C(=NC1C)C1=C(C=CC=C1)F)C=C(C=C2)Cl)=O.C(C)(C)(C)OC(=O)N2CCC(CC2)N 4-amino-piperidine-1-carboxylic acid tert-butylester Methyl-2-{[(2Z)-7-chloro-5-(2-fluorophenyl)-3-methyl-2,3-dihydro-1H-1,4-benzodiazepin-2-ylidene]amino}-3-hydroxypropanoate